O=C1NC(CCC1N1C(C2=CC=C(C=C2C1)C1CCN(CC1)CC1=CC=C(OCC#N)C=C1)=O)=O 2-(4-((4-(2-(2,6-dioxo-piperidin-3-yl)-1-oxoisoindolin-5-yl)piperidin-1-yl)methyl)phenoxy)acetonitrile